tert-Butyl 4-(methoxy(methyl)carbamoyl)-2-methylpiperidine-1-carboxylate CON(C(=O)C1CC(N(CC1)C(=O)OC(C)(C)C)C)C